(R)-(-)-(3,5-Dioxa-4-phosphacyclohepta[2,1-a:3,4-a']dinaphthalen-4-yl)dimethylamine C1=CC2=C(C=3C=CC=CC13)C=1C(=CC=C3C=CC=CC13)OP(O2)N(C)C